2-(((4-vinylbenzyl)oxy)carbonyl)benzoic acid C(=C)C1=CC=C(COC(=O)C2=C(C(=O)O)C=CC=C2)C=C1